6-Bromo-4H-thieno[3,2-b]indol BrC=1C=CC=2C3=C(NC2C1)C=CS3